7-chloro-5-(2-phenylethyl)-[1,2,4]triazolo[1,5-a]pyridine-8-carboxylic acid ClC1=C(C=2N(C(=C1)CCC1=CC=CC=C1)N=CN2)C(=O)O